CN(C(OC(C)(C)C)=O)C[C@@H]1CCOC2=C(C=CC=C12)C1=CN=NC=C1 tert-butyl (R)-methyl((8-(pyridazin-4-yl)chroman-4-yl)methyl)carbamate